1-(5-((9-chloro-7-(5-fluoro-1H-indol-1-yl)-2,3-dihydrobenzo[f][1,4]oxazepin-4(5H)-yl)methyl)pyrimidin-2-yl)ethanone ClC1=CC(=CC=2CN(CCOC21)CC=2C=NC(=NC2)C(C)=O)N2C=CC1=CC(=CC=C21)F